para-hydroxybenzoic acid hexadecyl ester C(CCCCCCCCCCCCCCC)OC(C1=CC=C(C=C1)O)=O